C1(CCCCC1)CNC(C1=CC=C(C=C1)C=1C=C2CCN(C2=CC1)C(CC)=O)=O N-(cyclohexylmethyl)-4-(1-propionyl-indolin-5-yl)benzamide